2-[[4-[4-Hydroxymethyl-1-piperidinyl]-6-[[(4-(ethylsulfonylamino)phenyl)methyl]amino]-2-pyrimidinyl]amino]-4-methyl-5-thiazolecarboxylic acid, ethyl ester OCC1CCN(CC1)C1=NC(=NC(=C1)NCC1=CC=C(C=C1)NS(=O)(=O)CC)NC=1SC(=C(N1)C)C(=O)OCC